methyl (2R,3S)-2-(((cis-4-(2-methoxyphenyl) cyclohexyl)oxy)-methyl)-3-((methylsulfonyl) amino)piperidine-1-carboxylate COC1=C(C=CC=C1)[C@H]1CC[C@H](CC1)OC[C@@H]1N(CCC[C@@H]1NS(=O)(=O)C)C(=O)OC